ClCC([C@H](C1CCC(CC1)(F)F)NC(OC(C)(C)C)=O)=O tert-Butyl (S)-(3-chloro-1-(4,4-difluorocyclohexyl)-2-oxopropyl)carbamate